N=C1NC2=C(N1C1CCC(CC1)O)C=CC=C2 (1s,4s)-4-(2-imino-2,3-dihydro-1H-benzo[d]imidazol-1-yl)cyclohexan-1-ol